C[Si](C)(C)C#CC1=CC=C(C=C1)N 4-trimethylsilanylethynyl-phenylamine